NC1=C2C(=NC=N1)N(N=C2C2=CC=C(C=C2)OC2=CC=CC=C2)C2CCN(CC2)C(CC2CCN(CC2)C2CN(C2)C=2C=C1C(N(C(C1=CC2)=O)C2C(NC(CC2)=O)=O)=O)=O 5-[3-[4-[2-[4-[4-amino-3-(4-phenoxyphenyl)pyrazolo[3,4-d]pyrimidin-1-yl]-1-piperidyl]-2-oxo-ethyl]-1-piperidyl]azetidin-1-yl]-2-(2,6-dioxo-3-piperidyl)isoindoline-1,3-dione